OC1=C(C(=CC2=C(N(N=C12)C)C)C(F)(F)F)C1=CC=CN2C=CC=C12 8-(7-hydroxy-2,3-dimethyl-5-(trifluoromethyl)-2H-indazol-6-yl)indolizine